2,5-diaziridin-1-yl-3-(hydroxymethyl)-6-methylcyclohexa-2,5-diene-1,4-dione CC1=C(C(=O)C(=C(C1=O)N2CC2)CO)N3CC3